C=C1OCCCC(O1)C1=CC=CC=C1 2-methylene-4-phenyl-1,3-dioxepan